2',3'-Dichloro-6-fluoro-5-(2-methoxyethoxy)-5'-(2-oxo-1-phenylethyl)-[1,1'-biphenyl]-2-carbonitrile ClC1=C(C=C(C=C1Cl)C(C=O)C1=CC=CC=C1)C=1C(=CC=C(C1F)OCCOC)C#N